tert-butyl 4-[3-(3-amino-6-chloro-pyridazin-4-yl)pyrazol-1-yl]piperidine-1-carboxylate NC=1N=NC(=CC1C1=NN(C=C1)C1CCN(CC1)C(=O)OC(C)(C)C)Cl